N-(5-(((1r,4r)-4-((tert-butyldimethylsilyl)oxy)cyclohexyl)methoxy)-1,3,4-thiadiazol-2-yl)-7-(2-fluoro-6-methoxyphenyl)-3-methylimidazo(1,5-a)pyridine-6-carboxamide [Si](C)(C)(C(C)(C)C)OC1CCC(CC1)COC1=NN=C(S1)NC(=O)C=1C(=CC=2N(C1)C(=NC2)C)C2=C(C=CC=C2OC)F